FC1=C(C=CC2=C1CNS2(=O)=O)NC2=NNC(=C2)[C@@H]2C[C@@H](CC2)OC2=C(C=NN2)C(C)C cis-4-fluoro-5-((5-(3-((4-isopropyl-1H-pyrazol-5-yl)oxy)cyclopentyl)-1H-pyrazol-3-yl)amino)-2,3-dihydrobenzo[d]isothiazole 1,1-dioxide